ClC1=CC=C(C=C1)\C(=C(/CC)\C1=CC=CC=C1)\C1=CC=C(OCCN2CCN(CC2)CCN2CCNCC2)C=C1 (E)-1-(2-(4-(1-(4-chlorophenyl)-2-phenylbut-1-en-1-yl)phenoxy)ethyl)-4-(2-(piperazin-1-yl)ethyl)piperazine